N-{(2S,3R)-2-[(3-{1-[6-(Aminomethyl)-3-methylpyridin-2-yl]ethyl}-2-fluorophenyl)methyl]-4,4-difluoropyrrolidin-3-yl}ethanesulfonamide trihydrochloride Cl.Cl.Cl.NCC1=CC=C(C(=N1)C(C)C=1C(=C(C=CC1)C[C@@H]1NCC([C@@H]1NS(=O)(=O)CC)(F)F)F)C